N-[5-[[(5-t-butyloxazol-2-yl)methyl]thio]thiazol-2-yl]piperidine-carboxamide C(C)(C)(C)C1=CN=C(O1)CSC1=CN=C(S1)NC(=O)N1CCCCC1